BrC=1C=CC(=C(C1)\C(=N\O)\C1CC1)F (E)-N-[(5-bromo-2-fluorophenyl)(cyclopropyl)methylene]hydroxylamine